FC1=C(C(=CC=C1)C(F)(F)F)C=1CCCC2=C(C1C1=CC=C(C=C1)C=C1CN(C1)CCCF)C=CC(=C2)C(=O)O 8-(2-fluoro-6-(trifluoromethyl)phenyl)-9-(4-((1-(3-fluoropropyl)azetidin-3-ylidene)methyl)phenyl)-6,7-dihydro-5H-benzo[7]annulene-3-carboxylic acid